BrC=1C(=NC(=NC1)N(C)C)/N=C/N(C)C (E)-N'-(5-bromo-2-(dimethylamino)pyrimidin-4-yl)-N,N-dimethylformamidine